ClC1=CC=C2C(=NC=3N(C2=C1)N=NN3)N(C)C3=CC(=CC(=C3)F)C3=NC=C(N=C3)C3CC3 8-chloro-N-(3-(5-cyclopropylpyrazin-2-yl)-5-fluorophenyl)-N-methyltetrazolo[1,5-a]quinazolin-5-amine